NC1=C(C=2C=CC=3N(C2N1C1=C(C(=CC=C1)OC)Cl)N=CN3)C(=O)N 7-amino-8-(2-chloro-3-methoxyphenyl)-8H-pyrrolo[3,2-e][1,2,4]triazolo[1,5-a]pyridine-6-carboxamide